FC(OC1=CC=C(C=C1)NCC1=COC2=CC=CC=C2C1=O)(F)F 3-(((4-(Trifluoromethoxy)phenyl)amino)methyl)-4H-chromen-4-one